(S)-3-(6-(2-(Cyclopropylmethyl)-4-(methylsulfonyl)piperazin-1-yl)-1-methyl-1H-pyrazolo[3,4-d]pyrimidin-3-yl)-2,6-difluoro-5-(trifluoromethyl)phenol C1(CC1)C[C@@H]1N(CCN(C1)S(=O)(=O)C)C1=NC=C2C(=N1)N(N=C2C=2C(=C(C(=C(C2)C(F)(F)F)F)O)F)C